N-[2,5-difluoro-4-(trifluoromethyl)phenyl]-5-thiazol-2-yl-1H-pyrrole-3-sulfonamide FC1=C(C=C(C(=C1)C(F)(F)F)F)NS(=O)(=O)C1=CNC(=C1)C=1SC=CN1